N-(Adamantan-1-yl)-2-((2-Oxo-6-(Trifluoromethyl)-1,2-Dihydropyrimidin-4-yl)Oxy)Acetamide C12(CC3CC(CC(C1)C3)C2)NC(COC2=NC(NC(=C2)C(F)(F)F)=O)=O